CC1=NC(=NO1)C1=CC=C(CNC(OC2=CC=CC=C2)=O)C=C1 phenyl (4-(5-methyl-1,2,4-oxadiazol-3-yl)benzyl)carbamate